(1S,2R,4S)-2-(hydroxymethyl)-2-(methoxymethyl)-1-azabicyclo[2.1.1]hexane-3-one OC[C@@]1(N2CC(C1=O)C2)COC